ClC(C)C=1N=NN(C1)C(C)C 4-(1-chloroethyl)-1-isopropyl-1H-1,2,3-triazole